C(C)OC(=O)C1C(CC2(OCCC3=CC=CC=C23)CC1)=O 3-oxospiro[cyclohexane-1,1'-isochromane]-4-Carboxylic acid Ethyl ester